ClC1=NC=CC=N1 2-chloro-pyrimidine